NC1=C(C=CC(=C1)OC)C1=C(N=C(N1C)CC1=CC=C(C=C1)OC(F)F)C(=O)OCC ethyl 5-(2-amino-4-methoxyphenyl)-2-(4-(difluoromethoxy) benzyl)-1-methyl-1H-imidazole-4-carboxylate